tert-butyl (S)-2-(2-(3-((tert-butyldimethylsilyl)oxy)pyrrolidin-1-yl)-5-(N-methylsulfamoyl)phenyl)-1H-indole-1-carboxylate [Si](C)(C)(C(C)(C)C)O[C@@H]1CN(CC1)C1=C(C=C(C=C1)S(NC)(=O)=O)C=1N(C2=CC=CC=C2C1)C(=O)OC(C)(C)C